di(pyridin-2-yl) carbonate C(OC1=NC=CC=C1)(OC1=NC=CC=C1)=O